COC=1C=2N(C=CC1[C@@H](C(F)(F)F)OC([2H])([2H])[2H])N=CC2[N+](=O)[O-] (S)-4-Methoxy-3-nitro-5-(2,2,2-trifluoro-1-(methoxy-d3)ethyl)pyrazolo[1,5-a]pyridine